CC1(CCOC=2C1=NC(=CC2)C(=O)OC)C methyl 4,4-dimethyl-3,4-dihydro-2H-pyrano[3,2-b]pyridine-6-carboxylate